FC=1C=CC2=C(CCO2)C1CNC1=NC=C(C=2N1C=NN2)C=2C=1N(C(=CC2)C)C(=CN1)C(C)C N-((5-fluoro-2,3-dihydrobenzofuran-4-yl)methyl)-8-(3-isopropyl-5-methylimidazo[1,2-a]pyridin-8-yl)-[1,2,4]triazolo[4,3-c]pyrimidin-5-amine